C(C)C1=C(C=CC=C1)CCCC(C(=O)O)(C)N1C(NC2=C(C1=O)C(=CS2)C)=O 2-(2-ethylphenyl)ethyl[5-methyl-2,4-dioxo-1H,2H,3H,4H-thieno[2,3-d]pyrimidin-3-yl]-2-methylpropanoic acid